1-(5-(1-(4-chlorophenyl)vinyl)-6-methylpyrazin-2-yl)-4-methylpiperidin-4-amine ClC1=CC=C(C=C1)C(=C)C=1N=CC(=NC1C)N1CCC(CC1)(N)C